1-cyclopropoxy-3-fluoro-2-nitrobenzene C1(CC1)OC1=C(C(=CC=C1)F)[N+](=O)[O-]